3,7-dimethyl-5-methyleneoctyl methyl oxalate C(C(=O)OC)(=O)OCCC(CC(CC(C)C)=C)C